FC1=C(C(=CC(=C1)OC1CN(C1)C\C=C\F)F)[C@H]1N([C@@H](CC2=C1NC1=CC=CC=C21)C)CC(C)(C)F (1R,3R)-1-[2,6-difluoro-4-[1-[(E)-3-fluoroallyl]azetidin-3-yl]oxy-phenyl]-2-(2-fluoro-2-methyl-propyl)-3-methyl-1,3,4,9-tetrahydropyrido[3,4-b]indole